2-{6-chloro-3-methylimidazo[1,5-a]pyridin-8-yl}-N-(2,2-difluoroethyl)-5-fluoro-N-(isopropyl)benzamide ClC=1C=C(C=2N(C1)C(=NC2)C)C2=C(C(=O)N(C(C)C)CC(F)F)C=C(C=C2)F